C(C)(C)(C)OC(N[C@H](CN(C(CCl)=O)CC1=CC=CC=C1)C)=O (S)-(1-(N-benzyl-2-chloroacetamido)propane-2-yl)carbamic acid tert-butyl ester